7-(2-(2,6-dioxopiperidin-3-yl)-1-Oxoisoindoline-4-yl)hept-6-yn-1-yl methanesulfonate CS(=O)(=O)OCCCCCC#CC1=C2CN(C(C2=CC=C1)=O)C1C(NC(CC1)=O)=O